N-(2-((Dimethylamino)methyl)quinolin-8-yl)-3-fluorobenzenesulfonamide CN(C)CC1=NC2=C(C=CC=C2C=C1)NS(=O)(=O)C1=CC(=CC=C1)F